NC1=C(C=2N=C(N=C(C2NC1=O)C)C)C1=C2C=NNC2=C(C=C1)F 7-Amino-8-(7-fluoro-1H-indazol-4-yl)-2,4-dimethyl-5H-pyrido[3,2-d]pyrimidin-6-one